4-(methylamino)-3-nitro-1-phenyl-7-((2,2,2-trifluoroethyl)amino)-1,8-naphthyridine CNC1=C(CN(C2=NC(=CC=C12)NCC(F)(F)F)C1=CC=CC=C1)[N+](=O)[O-]